N-[(1s,4s)-4-{[2-(trifluoromethyl)imidazo[1,2-a]pyridin-5-yl]amino}cyclohexyl]-1,3-benzoxazole-7-carboxamide FC(C=1N=C2N(C(=CC=C2)NC2CCC(CC2)NC(=O)C2=CC=CC=3N=COC32)C1)(F)F